ClC=1C=C2CCN(CC2=C(C1)[C@H]1NCCC1)CC1=CN=C(C=C1)C (S)-2-(6-chloro-2-(6-methylnicotinyl)-1,2,3,4-tetrahydroisoquinolin-8-yl)pyrrolidine